(S)-quinuclidin-3-yl((R)-5-(3-chloro-4-isopropoxyphenyl)-2,2,6-trimethyl-2,3-dihydro-1H-inden-1-yl)carbamate N12C[C@H](C(CC1)CC2)OC(N[C@@H]2C(CC1=CC(=C(C=C21)C)C2=CC(=C(C=C2)OC(C)C)Cl)(C)C)=O